8-chloro-N-methyl-N-[(1S)-1-(2-pyrimidin-2-yl-1,2,4-triazol-3-yl)ethyl]-6-(trifluoromethyl)quinazolin-4-amine ClC=1C=C(C=C2C(=NC=NC12)N([C@@H](C)C=1N(N=CN1)C1=NC=CC=N1)C)C(F)(F)F